C(C=C)N1C(N(C2=NC(=NC=C12)N)C1[C@H](O)[C@H](O)[C@H](O1)CO)=O 7-allyl-2-amino-9-D-ribofuranosyl-7,9-dihydropurin-8-one